2-(((S)-1-(1H-tetrazol-1-yl)propan-2-yl)oxy)-4-(2-((3-(2-(1-methyl-1H-pyrazol-3-yl)ethoxy)-1-((1r,4r)-4-morpholinocyclohexyl)-1H-pyrazol-4-yl)amino)pyrimidin-5-yl)benzonitrile N1(N=NN=C1)C[C@H](C)OC1=C(C#N)C=CC(=C1)C=1C=NC(=NC1)NC=1C(=NN(C1)C1CCC(CC1)N1CCOCC1)OCCC1=NN(C=C1)C